Cl.Cl.NCCCN1C(=NC=C1)C 1-(3-aminopropyl)-2-methyl-1H-imidazole bis-HCl